FC1=CC=C(C=C1)C(C)C=1C2=C(C(N(C1)C)=O)N(C(=C2)C=2OC(=NN2)C)C2=C(C=CC=C2)C 4-(1-(4-fluorophenyl)ethyl)-6-methyl-2-(5-methyl-1,3,4-oxadiazol-2-yl)-1-tolyl-1,6-dihydro-7H-pyrrolo[2,3-c]pyridin-7-one